7-([1,1'-biphenyl]-4-yloxy)-2-carboxy-1,2,3,4-tetrahydronaphthalene C1(=CC=C(C=C1)OC1=CC=C2CCC(CC2=C1)C(=O)O)C1=CC=CC=C1